BrC1=C(C(=O)OC)C(=CC=C1OC)C methyl 2-bromo-3-methoxy-6-methyl-benzoate